2-((5-(1-aminoisoquinolin-5-yl)-1'-(methoxycarbonyl)-2,3-dihydrospiro[indene-1,4'-piperidin]-3-yloxy)-4-methoxyphenyl)acetic acid NC1=NC=CC2=C(C=CC=C12)C=1C=C2C(CC3(CCN(CC3)C(=O)OC)C2=CC1)OC1=C(C=CC(=C1)OC)CC(=O)O